C(C)O\C=C(/C#N)\C(C)=O (E)-2-(ethoxymethylene)-3-oxobutyronitrile